tri(cyclohex-2,5-dien-1-yl)silane C1(C=CCC=C1)[SiH](C1C=CCC=C1)C1C=CCC=C1